S(N)(=O)(=O)C=1C=NN2C1OCC(C2)CNC(OC(C)(C)C)=O tert-butyl ((3-sulfamoyl-6,7-dihydro-5H-pyrazolo[5,1-b][1,3]oxazin-6-yl)methyl)carbamate